ClC=1C=C(C=C(C1)C=1N(N=C2C(N(CCC21)C(C2=C(C(=CC=C2)OC)Cl)=O)C)C)C2(CC2)C(=O)OC methyl 1-[3-chloro-5-[6-(2-chloro-3-methoxy-benzoyl)-2,7-dimethyl-5,7-dihydro-4H-pyrazolo[3,4-c]pyridine-3-yl]phenyl]cyclopropanecarboxylate